5-((3,3-difluoro-1-methylpiperidin-4-yl)oxy)-7-methoxyquinazolin-4(3H)-one FC1(CN(CCC1OC1=C2C(NC=NC2=CC(=C1)OC)=O)C)F